ClC=1C=C2C(=CC1)NC(C21CCN(CC1)CCOC=1C=NC(=C(C1)C(F)(F)F)C(CO)(C)S(=O)(=O)C)=O 5-chloro-1'-(2-{[6-(1-hydroxy-2-methanesulfonyl-propan-2-yl)-5-(trifluoro-methyl)pyridin-3-yl]oxy}ethyl)-1,2-dihydrospiro[indole-3,4'-piperidin]-2-one